The molecule is an acyl-CoA(4-) that is the tetraanion of choloyl-CoA, arising from deprotonation of phosphate and diphosphate functions. It has a role as a human metabolite. It is a steroidal acyl-CoA(4-) and a 3alpha-hydroxy bile acid CoA thioester(4-). It is a conjugate base of a choloyl-CoA. C[C@H](CCC(=O)SCCNC(=O)CCNC(=O)[C@@H](C(C)(C)COP(=O)([O-])OP(=O)([O-])OC[C@@H]1[C@H]([C@H]([C@@H](O1)N2C=NC3=C(N=CN=C32)N)O)OP(=O)([O-])[O-])O)[C@H]4CC[C@@H]5[C@@]4([C@H](C[C@H]6[C@H]5[C@@H](C[C@H]7[C@@]6(CC[C@H](C7)O)C)O)O)C